FC(C(C(F)(F)F)(F)F)(F)OC METHYL PERFLUOROPROPYL ETHER